O[C@]1([C@@H](N(C1)C(=O)O[C@H]1C[C@H](CC1)C1=CC(=NN1)NC(CC=1C=NC(=CC1)OC)=O)C)C (1R,3S)-3-(3-{[(6-meth-oxypyridin-3-yl)acetyl]-amino}-1H-pyrazol-5-yl)-cyclopentyl (2S,3R)-3-hydroxy-2,3-dimethyl-azetidine-1-carboxylate